benzyl 3-methylpiperazine-1-carboxylate CC1CN(CCN1)C(=O)OCC1=CC=CC=C1